2-methyl-5-(1,3,3,5,7-pentamethyloctahydrobenzo[c]isoxazol-5-yl)benzonitrile CC1=C(C#N)C=C(C=C1)C1(CC2C(N(OC2(C)C)C)C(C1)C)C